3-(4-Fluoro-1H-indazol-5-yl)-6-(4-fluoro-3-pentafluorosulfanyl-phenyl)-2-methyl-imidazo[1,2-a]pyrazine FC1=C2C=NNC2=CC=C1C1=C(N=C2N1C=C(N=C2)C2=CC(=C(C=C2)F)S(F)(F)(F)(F)F)C